O=C1NC(CCC1N1C(N(C2=C1C=CC(=C2)CCN2CCC(CC2)OC(NC)=O)C)=O)=O [1-[2-[1-(2,6-dioxo-3-piperidyl)-3-methyl-2-oxo-benzimidazol-5-yl]ethyl]-4-piperidyl]-N-methyl-carbamate